C(#N)C=1C(=CC(=NC1)NC(=O)N1CCCC2=CC(=C(N=C12)C=O)CN1C(CN(CC1)C)=O)NCC1=CC=NS1 N-(5-cyano-4-((isothiazol-5-yl-methyl)amino)pyridin-2-yl)-7-formyl-6-((4-methyl-2-oxopiperazin-1-yl)methyl)-3,4-dihydro-1,8-naphthyridine-1(2H)-carboxamide